CC=1C=C(C(=O)N[C@@H]2CCC3=CC(=CC=C23)C2=CN=C(O2)C)C=CN1 (R)-2-methyl-N-(5-(2-methyloxazol-5-yl)-2,3-dihydro-1H-inden-1-yl)isonicotinamide